N1(CCCCC1)C1=CC=C(C=C1)C1CN(C1)C(=O)N1C[C@@H]2[C@@H](OCC(N2)=O)CC1 (4aR,8aS)-6-[3-[4-(1-Piperidyl)phenyl]azetidine-1-carbonyl]-4,4a,5,7,8,8a-hexahydropyrido[4,3-b][1,4]oxazin-3-one